C1(CC1)C=1SC2=C(N1)C=C(C(=C2)[N+](=O)[O-])OC 2-cyclopropyl-5-methoxy-6-nitrobenzo[d]thiazole